(tert-butyl 4-((3-cyano-6-(1-methyl-1H-pyrazol-4-yl) pyrazolo[1,5-a]pyridin-4-yl) ethynyl) phenyl) carbamate C(N)(OC1=C(C=C(C=C1)C#CC=1C=2N(C=C(C1)C=1C=NN(C1)C)N=CC2C#N)C(C)(C)C)=O